C(#C)C=1C(=CC=C2C=CC=C(C12)C1=C(C=2N=C(N=C(C2C=N1)N(C[C@H]1NCCC1)C)N1CC2CCC(C1)N2C)F)F 7-(8-ethynyl-7-fluoronaphthalen-1-yl)-8-fluoro-N-methyl-2-(8-methyl-3,8-diazabicyclo[3.2.1]octan-3-yl)-N-(((S)-pyrrolidin-2-yl)methyl)pyrido[4,3-d]pyrimidin-4-amine